N[C@@H](C1=NC=2N(C=C1)C=C(N2)[C@@H](NC(=O)C2=NON=C2C)C2CCC(CC2)(F)F)C2CC2 N-((S)-(7-((R)-amino(cyclopropyl)methyl)imidazo[1,2-a]pyrimidin-2-yl)(4,4-difluorocyclohexyl)methyl)-4-methyl-1,2,5-oxadiazole-3-carboxamide